ClC=1C(=C(C(=C(C1)[C@H]1[C@H](O[C@]([C@@H]1C)(C(F)(F)F)C)C(=O)NC1=CC(=NC=C1)C(=O)N)OC)F)F 4-[[(2S,3S,4R,5R)-3-(5-Chloro-3,4-difluoro-2-methoxyphenyl)-4,5-dimethyl-5-(trifluoromethyl)tetrahydrofuran-2-carbonyl]amino]pyridin-2-carboxamid